N1CCC12CCN(C2)C2=C1C(=NC=C2)NC=C1C=1SC(=CN1)C 2-[4-(1,7-diazaspiro[3.4]octan-7-yl)-1H-pyrrolo[2,3-b]pyridin-3-yl]-5-methyl-thiazole